C(C)OC(=O)C1=C(NC(=N[C@H]1C1=C(C(=CC=C1)F)C)C=1SC=CN1)CN1C[C@H]2N(CC1)C(NC2)=O (S)-7-(((S)-5-(ethoxycarbonyl)-6-(3-fluoro-2-methylphenyl)-2-(thiazole-2-yl)-3,6-dihydropyrimidin-4-yl)methyl)-3-oxohexahydroimidazo[1,5-a]pyrazine